4-(7-{2-oxa-6-azaspiro[3.3]heptan-6-yl}-[1,2,4]triazolo[1,5-a]pyridin-5-yl)benzonitrile C1OCC12CN(C2)C2=CC=1N(C(=C2)C2=CC=C(C#N)C=C2)N=CN1